F[C@H]1CN(CC[C@H]1NC1=NN2C(C(=N1)OC)=C(C=C2)C=2C=CC1=C(N(N=N1)[C@H](C(F)(F)F)C)C2)C N-((3S,4R)-3-fluoro-1-methylpiperidin-4-yl)-4-methoxy-5-(1-((S)-1,1,1-trifluoropropan-2-yl)-1H-benzo[d][1,2,3]triazol-6-yl)pyrrolo[2,1-f][1,2,4]triazin-2-amine